2,6-Bis(methoxymethyl)-p-cresol COCC1=CC(=CC(=C1O)COC)C